The molecule is a carboxylic ester obtained by formal condensation of the carboxy group of (2S,3S)-2,3-dihydroxy-2-isopropylbutanoic acid with the hydroxy group of (7aS)-2,3,5,7a-tetrahydropyrrolizin-7-ylmethanol. It has a role as a plant metabolite. It is a member of pyrrolizines, a butyrate ester, a carboxylic ester, a secondary alcohol, a tertiary alcohol and a pyrrolizidine alkaloid. C[C@@H]([C@@](C(C)C)(C(=O)OCC1=CCN2[C@H]1CCC2)O)O